N-(6-chloro-1-[[2-(trimethylsilyl)ethoxy]methyl]pyrrolo[2,3-b]pyridin-5-yl)pyridin-4-amine ClC1=C(C=C2C(=N1)N(C=C2)COCC[Si](C)(C)C)NC2=CC=NC=C2